1-(4-(aminomethyl)benzyl)-7-isopropoxy-2-methyl-1H-imidazo[4,5-d]pyridazin-4-amine NCC1=CC=C(CN2C(=NC=3C2=C(N=NC3N)OC(C)C)C)C=C1